C(C=CC=CC=CCCCCCCCCCCCCC)(=O)OCCCCCCCC\C=C/CCCCCCCC oleyl eicosatrienoate